(1R,5S,6S,7R)-7-(Bis(4-methoxyphenyl)(phenyl)methoxy)-3-hydroxy-8-ethyl-8-azabicyclo[3.2.1]octan-6-yl acetate C(C)(=O)O[C@H]1[C@@H]2CC(C[C@H]([C@H]1OC(C1=CC=CC=C1)(C1=CC=C(C=C1)OC)C1=CC=C(C=C1)OC)N2CC)O